5-[di(tert-butyl)(fluoro)silyl]-2-({[2-(tert-butoxycarbonylmethoxy)ethoxy]methyl}carbonylamino)-4-methoxy-1-pyridinium-1-olate C(C)(C)(C)[Si](C=1C(=CC(=[N+](C1)[O-])NC(=O)COCCOCC(=O)OC(C)(C)C)OC)(F)C(C)(C)C